9-Chloro-7-(2-ethoxy-6-fluoro-phenyl)-5H-benzo[c]pyrimido[4,5-e]azepin ClC=1C=CC2=C(C(=NCC3=C2N=CN=C3)C3=C(C=CC=C3F)OCC)C1